(R)-(1-(5-fluoro-2-methoxypyridin-4-yl)-8-methyl-3-(3-methyl-1,2,4-thiadiazol-5-yl)-5,6-dihydroimidazo[1,5-a]pyrazin-7(8H)-yl)(4-fluorophenyl)methanone FC=1C(=CC(=NC1)OC)C=1N=C(N2C1[C@H](N(CC2)C(=O)C2=CC=C(C=C2)F)C)C2=NC(=NS2)C